Fluorenylmethyloxycarbonyl-(Fmoc) Methoxymethyl ether COCOC(=O)OC(C1C2=CC=CC=C2C2=CC=CC=C12)C(=O)OCC1=CC=CC=2C3=CC=CC=C3CC12